N(N)C1=NC=CC(=C1)C1CN(C1)S(=O)(=O)C 2-hydrazino-4-(1-(methylsulfonyl)azetidin-3-yl)pyridine